4-dodecylphenyl glycidyl ether C(C1CO1)OC1=CC=C(C=C1)CCCCCCCCCCCC